C1N(CC2=CC=CC=C12)C=1C(=NN2C1N=CC=C2C=2C=NN(C2)C)C(=O)NC2=CC(=CC=C2)OC (isoindolin-2-yl)-N-(3-methoxyphenyl)-7-(1-methyl-1H-pyrazol-4-yl)pyrazolo[1,5-a]pyrimidine-2-carboxamide